picolinic acid sodium salt [Na+].N1=C(C=CC=C1)C(=O)[O-]